COC1=C(C=CC(=C1)OC)C1=CC(=NC=C1C(=O)OC)C methyl 4-(2,4-dimethoxyphenyl)-6-methylnicotinate